9-(naphthalen-2-ylmethyl)-9H-fluoren-9-ol C1=C(C=CC2=CC=CC=C12)CC1(C2=CC=CC=C2C=2C=CC=CC12)O